2-butyl-1-{[1-(2-methoxyethyl)Hexahydropyridin-4-yl]methyl}-4-(tert-butylamino)thiophene C(CCC)C=1S(C=C(C1)NC(C)(C)C)CC1CCN(CC1)CCOC